BrC=1C=CC(=C(C1)C1=NOC(=C1)CN1CCN(CC1)C(=O)OC(C)(C)C)OC tert-butyl 4-((3-(5-bromo-2-methoxyphenyl)isoxazole-5-yl)methyl)piperazine-1-carboxylate